C(#N)N(C=1SC(=C(N1)C(=O)NC1CCC12CC1=CC=CC=C1C2)C)C2=CC(=NC(=C2)F)F 2-[cyano-(2,6-difluoro-4-pyridinyl)amino]-5-methyl-N-spiro[cyclobutane-2,2'-indan]-1-yl-thiazole-4-carboxamide